COC(=O)[C@@]1(NS(C2=C1C=C(C=C2)OC(F)(F)F)(=O)=O)C (R)-5-trifluoromethoxy-3-methyl-2,3-dihydrobenzo[d]isothiazole-3-carboxylic acid methyl ester 1,1-dioxide